C(C1=CC=CC=C1)OC=1C=CC2=C(C(=C(O2)C)C(=O)N[C@H]2C[C@@H](NC2)C(=O)O)C1 (2R,4S)-4-(5-(benzyloxy)-2-methylbenzofuran-3-carboxamido)pyrrolidine-2-carboxylic acid